ClC1=NC=C(C(=N1)N[C@H](CO)C1=CC=CC=C1)C(=O)N (S)-2-chloro-4-(2-hydroxy-1-phenylethylamino)pyrimidine-5-carboxamide